glucono-1,4-lactone C1([C@H](O)[C@@H](O)[C@@H]([C@H](O)CO)O1)=O